NC1=C(C(=NC=N1)OC1=CC(=C(C=C1)NC(=O)NC1=CC(=NN1C1=CC=CC=C1)C(C)(C)C#N)F)C#N (4-((6-amino-5-cyanopyrimidin-4-yl)oxy)-2-fluorophenyl)-3-(3-(2-cyanopropan-2-yl)-1-phenyl-1H-pyrazol-5-yl)urea